ClC1=CC=CC=2C(=NC(SC21)(C)CC=2C=NC(=CC2)Cl)C=2C=NC1=C(C=CC=C1C2)F 8-chloro-2-[(6-chloro-3-pyridyl)methyl]-4-(8-fluoro-3-quinolyl)-2-methyl-1,3-benzothiazine